BrC=1C(=CSC1)C1CC(C(C(C1)=O)=CNCCN(C)C)=O 5-(4-bromothiophen-3-yl)-2-(((2-(dimethylamino)ethyl)amino)methylene)cyclohexane-1,3-dione